NC(C(C)(C)NC(=O)C1=C(OC2=C1C=C(C=C2)OCC=2C(=NC=CC2)O)C)=O N-(1-amino-2-methyl-1-oxopropan-2-yl)-5-((2-hydroxypyridin-3-yl)methoxy)-2-methylbenzofuran-3-carboxamide